2-chloro-N,N-dimethyl-6-[methyl(propan-2-yl)amino]pyridine-4-carboxamide ClC1=NC(=CC(=C1)C(=O)N(C)C)N(C(C)C)C